C(C)NC(CN1N=C(C=CC1=O)C1=NC(=NO1)C=1C=NC=C(C1)C(F)(F)F)=O N-ethyl-2-(6-oxo-3-(3-(5-(trifluoromethyl)pyridin-3-yl)-1,2,4-oxadiazol-5-yl)pyridazin-1(6H)-yl)acetamide